[I-].ClC1=CC=C(C=C1)C1(CC[N+](CC1)(C)C)C1=CC=C(C=C1)Cl 4,4-bis(4-chlorophenyl)-1,1-dimethylpiperidin-1-ium iodide